cis-2-(((cis-4-isopropylcyclohexyl)oxy)methyl)-N,N-dimethyl-3-((methylsulfonyl)amino)piperidine-1-sulfonamide C(C)(C)[C@H]1CC[C@H](CC1)OC[C@@H]1N(CCC[C@@H]1NS(=O)(=O)C)S(=O)(=O)N(C)C